2-(2-fluorophenyl)-N-(4-(4-methoxy-2-nitrophenyl)pyridin-2-yl)acetamide FC1=C(C=CC=C1)CC(=O)NC1=NC=CC(=C1)C1=C(C=C(C=C1)OC)[N+](=O)[O-]